COC=1C(=C(C(=CC1)C)N1C=NC2=C(C1=O)C=C(N2)C=2C=NC(=NC2)C)C 3-(3-methoxy-2,6-dimethylphenyl)-6-(2-methylpyrimidin-5-yl)-3,7-dihydro-4H-pyrrolo[2,3-d]pyrimidin-4-one